COC1=CC(CC(C1)C)=O 3-methoxy-5-methylcyclohex-2-en-1-one